O1COC2=C1C=CC(=C2)N2C(C(CC2=O)SC2=NC=CC=C2C(=O)[O-])=O 2-[1-(1,3-benzodioxol-5-yl)-2,5-dioxopyrrolidin-3-yl]sulfanylpyridine-3-carboxylate